CON(C([O-])=O)C N-Methoxy-N-Methylcarbamate